(3s,6s,8s,9ar)-6-amino-8-methyl-3-(3-(pyridin-3-yl)azepin-1-carbonyl)octahydro-5H-pyrrolo[1,2-a]azepin-5-one N[C@H]1C[C@@H](C[C@@H]2N(C1=O)[C@@H](CC2)C(=O)N2C=C(C=CC=C2)C=2C=NC=CC2)C